N-[1-(4-bromopyridin-2-yl)-2-methoxyethyl]-5-(6-ethoxypyrazin-2-yl)-1,3-thiazole-2-carboxamide BrC1=CC(=NC=C1)C(COC)NC(=O)C=1SC(=CN1)C1=NC(=CN=C1)OCC